C(=S)OC1CCCCC1 cyclohexyl thioformate